ClC1=CC=C(C=N1)N1CCN(CC1)CC=1C=C2CN(C(C2=CC1)=O)C1C(NC(CC1)=O)=O 3-(5-((4-(6-chloropyridin-3-yl)piperazin-1-yl)methyl)-1-oxoisoindolin-2-yl)piperidine-2,6-dione